(R)-N-(4-cyclobutyl-1-methyl-5-(4-(trifluoromethoxy)phenyl)-1H-pyrazol-3-yl)-2-(2,2,3,3-tetrafluorocyclobutyl)acetamide C1(CCC1)C=1C(=NN(C1C1=CC=C(C=C1)OC(F)(F)F)C)NC(C[C@H]1C(C(C1)(F)F)(F)F)=O